4-(6-(4-(benzyloxy)phenyl)-7H-pyrrolo[2,3-d]pyrimidin-4-yl)thiomorpholine C(C1=CC=CC=C1)OC1=CC=C(C=C1)C1=CC2=C(N=CN=C2N2CCSCC2)N1